N~2~-benzyl-N~1~-[2-(1-cyclohexen-1-yl)ethyl]-N~2~-[(4-fluorophenyl)sulfonyl]glycinamide C(C1=CC=CC=C1)N(CC(=O)NCCC1=CCCCC1)S(=O)(=O)C1=CC=C(C=C1)F